7-methoxy-2-phenyl-1-vinyl-1,2-dihydronaphthalene COC1=CC=C2C=CC(C(C2=C1)C=C)C1=CC=CC=C1